2-Methyl-N-{2-oxo-2-[(2-oxo-spiro[1H-indole-3,4'-oxane]-6-yl)amino]-1-(3-phenyl-cyclobutyl)ethyl}pyrazole-3-carboxamide CN1N=CC=C1C(=O)NC(C(NC1=CC=C2C(=C1)NC(C21CCOCC1)=O)=O)C1CC(C1)C1=CC=CC=C1